CSC1=NN=C(S1)NC(=O)C=1OC(=NN1)N1CC(CC1)C1=CC=CC=C1 (5-(methylthio)-1,3,4-thiadiazol-2-yl)-5-(3-phenylpyrrolidin-1-yl)-1,3,4-oxadiazole-2-carboxamide